1-((3,3-difluorocyclopentyl)methyl)-3-ethyl-4-(trifluoromethyl)-1H-pyrazole FC1(CC(CC1)CN1N=C(C(=C1)C(F)(F)F)CC)F